N1(C=NC=C1)CCCNC(=O)NCCCN1C=NC=C1 1,3-bis(3-(1H-imidazol-1-yl)propyl)urea